[Pd](Cl)Cl.C(C)P(CC)CC.C(C)P(CC)CC bis(triethylphosphine) palladium (II) dichloride